Azabicyclo[3.2.0]heptane-3-carboxylic acid N12CC(CC2CC1)C(=O)O